bicyclo[6.3.0]undecane C12CCCCCCC2CCC1